NC1=NC=C(C2=C1C(=C(S2)C2=C(C=C(C=C2)NC(C(=C)C)=O)C)C2=CC(=C(C=C2)OC2=NC=CC(=N2)C)F)C=2C=NN(C2)C2CCOCC2 N-(4-(4-amino-3-(3-fluoro-4-((4-methylpyrimidin-2-yl)oxy)phenyl)-7-(1-(tetrahydro-2H-pyran-4-yl)-1H-pyrazol-4-yl)thieno[3,2-c]pyridin-2-yl)-3-methylphenyl)methacrylamide